3-[(2S,3S,4R,5R)-3,4-bis(benzyloxy)-5-[(benzyloxy)methyl]oxolan-2-yl]-6-chloro-N-cyclopentylimidazo[1,2-b]pyridazin-8-amine C(C1=CC=CC=C1)O[C@H]1[C@@H](O[C@@H]([C@H]1OCC1=CC=CC=C1)COCC1=CC=CC=C1)C1=CN=C2N1N=C(C=C2NC2CCCC2)Cl